C(C)(=O)OC(OC(C)=O)[SiH2]OC(C#N)(C)C α-(Diacetyloxymethylsilyloxy)isobutannitril